C(C(C)C)N1CC(C1)C=1C=C2C(=C(NC2=CC1)C=1C(=C(C=2N(C1)C=NN2)C)C)C(C)C 6-(5-(1-isobutylazetidin-3-yl)-3-isopropyl-1H-indol-2-yl)-7,8-dimethyl-[1,2,4]triazolo[4,3-a]pyridine